C(C1=CC=CC=C1)OC[C@@H](CO)O (R)-3-(benzyloxy)propane-1,2-diol